5-amino-6-bromo-4-chloropyridazin-3(2H)-one NC1=C(C(NN=C1Br)=O)Cl